3-((2R,4R)-4-(((S)-2,3-Dihydro-1H-Inden-1-Yl)Amino)-5-Oxo-1-(4-(Trifluoromethyl)Phenyl)Pyrrolidin-2-Yl)Benzoic Acid [C@@H]1(CCC2=CC=CC=C12)N[C@@H]1C[C@@H](N(C1=O)C1=CC=C(C=C1)C(F)(F)F)C=1C=C(C(=O)O)C=CC1